propyl-p-methoxycinnamate C(CC)OC(C=CC1=CC=C(C=C1)OC)=O